O1C[C@H](CC1)NC=1C=CC=C2CCNCC12 (S)-N-(tetrahydrofuran-3-yl)-1,2,3,4-tetrahydroisoquinolin-8-amine